4-benzyl-3-((R)-2-(4-(pyrazolo[1,5-a]pyrimidin-7-yl)cyclohexyl)propionyl)oxazolidin-2-one C(C1=CC=CC=C1)C1N(C(OC1)=O)C([C@H](C)C1CCC(CC1)C1=CC=NC=2N1N=CC2)=O